BrC=1C(=NC(=C(C1)CN1CC(CC1)(F)F)C)NC1=C(C(=CC=C1C)OCC1=CC=C(C=C1)OC)C 3-bromo-5-((3,3-difluoropyrrolidin-1-yl)methyl)-N-(3-((4-methoxybenzyl)oxy)-2,6-dimethylphenyl)-6-methylpyridin-2-amine